Cl.C12CC(CC(CC1)N2)OC=2C=C1C(=NC=NC1=CC2OC)NC2=CC(=C(C=C2)OC2=CC1=C(N(C=N1)C)C=C2)C 6-((endo-8-Azabicyclo[3.2.1]octan-3-yl)oxy)-7-methoxy-N-(3-methyl-4-((1-methyl-1H-benzo[d]imidazol-5-yl)oxy)-phenyl)quinazolin-4-amine hydrochloride